CC1C(=NOC1CC1=CC=CC=C1)[C@H](COC)NC(=O)C1=NC=CC2=CC=CC=C12 Methyl-5-benzyl-3-((R)-1-(isoquinoline-1-carboxamido)-2-methoxyethyl)-4,5-dihydroisoxazole